C(C1=CC=CC=C1)OCCC1=C(C=C(C=2C(CCCC12)=O)CC(=O)N)F (4-(2-(benzyloxy)ethyl)-3-fluoro-8-oxo-5,6,7,8-tetrahydronaphthalen-1-yl)acetamide